O1C=NC(=C1)CCC1=C(C=C2C=C(NC2=C1)CNC(OC(C)(C)C)=O)OC(F)(F)F tert-butyl ((6-(2-(oxazol-4-yl)ethyl)-5-(trifluoromethoxy)-1H-indol-2-yl)methyl)carbamate